2-(4-chlorophenyl)-1,4-di-m-tolylbutane-1,4-dione ClC1=CC=C(C=C1)C(C(=O)C=1C=C(C=CC1)C)CC(=O)C=1C=C(C=CC1)C